2-(5-bromo-furan-2-ylmethylene)-malononitrile BrC1=CC=C(O1)C=C(C#N)C#N